N-hydroxy-3-(3-phenylaminosulfonylphenyl)acrylamide ONC(C=CC1=CC(=CC=C1)S(=O)(=O)NC1=CC=CC=C1)=O